C1(CC1)C=1N=CN(C1)C1=CC(=NC=C1)C(=O)NC1=CC(=CC=C1)C=1N2C(=NN1)CCC2 4-(4-cyclopropyl-1H-imidazol-1-yl)-N-(3-(6,7-dihydro-5H-pyrrolo[2,1-c][1,2,4]triazol-3-yl)phenyl)picolinamide